Tributyl-(pyridazin-3-yl)stannane C(CCC)[Sn](C=1N=NC=CC1)(CCCC)CCCC